FC(C=1C=C(C=C(C1)C(F)(F)F)C=1C=C(C=CC1)CNC(=O)C1CCCCC1)(F)F N-({3-[3,5-bis(trifluoromethyl)phenyl]phenyl}methyl)cyclohexanecarboxamide